CC1=C(CN2C=NC(=CC2=O)C(=O)N)C=CC=C1 1-(2-methylbenzyl)-6-oxo-1,6-dihydropyrimidine-4-carboxamide